C1(CC1)C(=O)N1CC2=C(N=C(N=C2N2[C@@H](CCC2)CO)NC=2N=CN(C2)C2=CC(=C(C(=C2)OC)OC)OC)CC1 (S)-cyclopropyl-(4-(2-(hydroxymethyl)pyrrolidin-1-yl)-2-((1-(3,4,5-trimethoxyphenyl)-1H-imidazol-4-yl)amino)-7,8-dihydropyrido[4,3-d]pyrimidin-6(5H)-yl)methanone